1-(1-ethylpiperidin-4-yl)-1H-pyrazol C(C)N1CCC(CC1)N1N=CC=C1